3-nitro-dodecanedioic acid [N+](=O)([O-])C(CC(=O)O)CCCCCCCCC(=O)O